CC=1C=C(C=CC1)C(CCO)O 1-(3-methylphenyl)propane-1,3-diol